methyl 2,6,10-trimethyl-2,5,9-cyclododecatrienyl ketone CC=1C(CCC(=CCCC(=CCC1)C)C)C(=O)C